ClC=1C=C(OC2=CC=NC3=CC(=C(C=C23)C(=O)N)OC)C=CC1[N+](=O)[O-] 4-(3-chloro-4-nitrophenoxy)-7-methoxy-6-quinolinecarboxamide